C(C1=CC=CC=C1)C1=C(C(=CC=C1F)NC)N benzyl-4-fluoro-N1-methylbenzene-1,2-diamine